NC=1N2C(C=3N(C(N(C3N1)CCN1CCN(CC1)C1=CC=C(C=C1)OCCOC)=O)C(C)C)=NC(=N2)C=2OC=CC2 5-Amino-8-furan-2-yl-1-isopropyl-3-(2-{4-[4-(2-methoxy-ethoxy)-phenyl]piperazin-1-yl}-ethyl)-1,3-dihydro-[1,2,4]triazolo[5,1-i]purin-2-one